C(C1=CC=CC=C1)OC=1C(=C(N)C=C(C1F)C(F)(F)F)F 3-(benzyloxy)-2,4-difluoro-5-(trifluoromethyl)aniline